ClC=1C(=NC(=NC1)NC1=NN(N=C1)C)C1=CC=C2CN(C(C2=C1)=O)[C@@H](C(=O)N[C@H](C)C1=CC(=CC(=C1)OC)F)CO (2R)-2-(6-{5-chloro-2-[(2-methyl-2H-1,2,3-triazol-4-yl)amino]pyrimidin-4-yl}-1-oxo-2,3-dihydro-1H-isoindol-2-yl)-N-[(1R)-1-(3-fluoro-5-methoxyphenyl)ethyl]-3-hydroxypropionamide